C(C)(C)C1=C(C=CC=C1)C=CC1=CC=CC=C1 Isopropyl-stilbene